C(#N)C1=CC(=C(OCC2=NC=CC(=N2)OC2=CC(=C(CC3=NC4=C(N3C[C@H]3OCC3)C=C(C=C4F)C(=O)O)C=C2)C)C=C1)F (s)-2-(4-((2-((4-Cyano-2-fluorophenoxy)methyl)pyrimidin-4-yl)oxy)-2-methylbenzyl)-4-fluoro-1-(oxetan-2-ylmethyl)-1H-benzo[d]imidazole-6-carboxylic acid